7-(1-(tert-Butoxycarbonyl)-1,2,3,6-tetrahydropyridin-4-yl)-1-(cyclopropylmethyl)-1H-indole-2-carboxylic acid ethyl ester C(C)OC(=O)C=1N(C2=C(C=CC=C2C1)C=1CCN(CC1)C(=O)OC(C)(C)C)CC1CC1